(1R,5S,6r)-6-(5,5-dimethyl-4,5-dihydro-1,2-oxazol-3-yl)-3-azabicyclo[3.1.0]Hexane CC1(CC(=NO1)C1[C@H]2CNC[C@@H]12)C